BrC=1C=CC(=C(C1)C(C(=O)OC(C)(C)C)N1C(C(=CC=C1)C1=CC=CC=C1)=O)F tert-butyl 2-(5-bromo-2-fluorophenyl)-2-(2-oxo-3-phenylpyridin-1(2H)-yl)acetate